4-[(3-chlorophenoxy)methyl]1,3-dihydroimidazol-2-one ClC=1C=C(OCC=2NC(NC2)=O)C=CC1